BrCC(C)(C)C bromoneopentane